3-methoxy-N-methyl-4-{[3-(4-{[(1S,4S)-4-(pyrrolidin-1-yl)cyclohexyl]amino}-1-(2,2,2-trifluoroethyl)-1H-indol-2-yl)prop-2-yn-1-yl]amino}benzamide COC=1C=C(C(=O)NC)C=CC1NCC#CC=1N(C2=CC=CC(=C2C1)NC1CCC(CC1)N1CCCC1)CC(F)(F)F